3-(1-ethoxyethoxy)-2-methyl-butyraldehyde C(C)OC(C)OC(C(C=O)C)C